NC=1C(=NC=2CN(CCC2C1)C(=O)[O-])Br 3-Amino-2-bromo-5,8-dihydro-1,7-naphthyridine-7(6H)-carboxylate